SC1=CN=C(N=N1)N1CCC2(CC1)[C@@H](C1=CC=CC=C1C2)NC(OC(C)(C)C)=O tert-butyl (S)-(1'-(6-mercapto-1,2,4-triazin-3-yl)-1,3-dihydrospiro[indene-2,4'-piperidin]-1-yl)carbamate